C1(CCCCC1)[C@@H](C(NC=1C=C2CC(CC2=CC1)N1C(N[C@@H](C1)C(F)(F)F)=O)=O)NC(=O)C1=CC=NN1C(C)C N-((1S)-1-cyclohexyl-2-oxo-2-((2-((S)-2-oxo-4-(trifluoromethyl)imidazolidin-1-yl)-2,3-dihydro-1H-inden-5-yl)amino)ethyl)-1-isopropyl-1H-pyrazole-5-carboxamide